CC(=CCC[C@](C)([C@H]1CC[C@@]2([C@@H]1[C@@H](C[C@H]3[C@]2(CC[C@@H]4[C@@]3(CC[C@@H](C4(C)C)O[C@H]5[C@@H]([C@H]([C@@H]([C@H](O5)CO)O)O)O[C@H]6[C@@H]([C@H]([C@@H]([C@H](O6)CO)O)O)O)C)C)O)C)O)C The molecule is a ginsenoside found in Panax japonicus var. major that is dammarane which is substituted by hydroxy groups at the 3beta, 12beta and 20 pro-R positions, in which the hydroxy group at position 3 has been converted to the corresponding beta-D-glucopyranosyl-beta-D-glucopyranoside, and in which a double bond has been introduced at the 24-25 position. It has a role as an antioxidant and a plant metabolite. It is a ginsenoside, a glycoside and a tetracyclic triterpenoid.